C(C1=CC=CC=C1)OC(=O)N1CC(N(CC1)C)C 3,4-dimethylpiperazine-1-carboxylic acid benzyl ester